C(C1CO1)OC1=CC=C(C=C1)C (4-glycidyloxyphenyl)methan